3-[(3-methyltetrahydrofuran-3-yl)methoxy]-5-(5-methyl-1,3-thiazol-2-yl)benzoic acid CC1(COCC1)COC=1C=C(C(=O)O)C=C(C1)C=1SC(=CN1)C